COC=1C=C(C=CC1N)NC1=CC(=CC(=C1)NC1=CC(=C(C=C1)N)OC)NC1=CC(=C(C=C1)N)OC 1,3,5-tri(3-methoxy-4-aminophenylamino)benzene